OC[C@H]1N(CCNC1)CC1CCN(CC1)C1=CC=C2C(=NN(C2=C1)C)C1C(NC(CC1)=O)=O 3-(6-(4-(((S)-2-(hydroxymethyl)piperazin-1-yl)methyl)piperidin-1-yl)-1-methyl-1H-indazol-3-yl)piperidine-2,6-dione